methyl 3-acetylbicyclo[1.1.1]pentane-1-carboxylate C(C)(=O)C12CC(C1)(C2)C(=O)OC